N[C@H](C(=O)O)CCCCNC(C1=C(C=C(C=C1)NC=1C=2N(C=CN1)C(=CN2)C2=C(C(=C(C=C2)OC)F)F)C)=O (2S)-2-amino-6-[[4-[[3-(2,3-difluoro-4-methoxyphenyl)imidazo[1,2-a]pyrazin-8-yl]amino]-2-methylbenzoyl]amino]hexanoic acid